ClC=1C=C(CNC(COC2=CC=C(C=C2)S(=O)(=O)N(CC(=O)OC)CC(C)C)=O)C=CC1 methyl N-((4-(2-((3-chlorobenzyl)amino)-2-oxoethoxy)phenyl)sulfonyl)-N-isobutylglycinate